(3S)-3-morpholinylmethyl-[4-[[1-[(3-fluorophenyl)methyl]-1H-indazol-5-yl]amino]-5-methylpyrrolo[2,1-f][1,2,4]triazin-6-yl]-carbamate N1[C@@H](COCC1)COC(NC=1C(=C2C(=NC=NN2C1)NC=1C=C2C=NN(C2=CC1)CC1=CC(=CC=C1)F)C)=O